C1(CCC1)[C@@H]1C[C@H]2C([C@](N1CC2)(COC)CO)=O (1R,2R,4S,6S)-6-cyclobutyl-2-(hydroxymethyl)-2-(methoxymethyl)quinuclidin-3-one